C(C)(C)(C)OC(=O)N1C[C@H](OC[C@@](C1)(O)CO[Si](C)(C)C(C)(C)C)C(=O)O |o1:12| (2S,6R*)-4-[(tert-butoxy)carbonyl]-6-{[(tert-butyldimethylsilyl)oxy]methyl}-6-hydroxy-1,4-oxazepane-2-carboxylic acid